1-(3-chlorophenyl)-3,3-bis(methylthio)prop-2-en-1-one ClC=1C=C(C=CC1)C(C=C(SC)SC)=O